1-octansulfonate sodium salt [Na+].C(CCCCCCC)S(=O)(=O)[O-]